1-acetyl-N-(4-methyl-phenyl)cyclopropane-1-formamide C(C)(=O)C1(CC1)C(=O)NC1=CC=C(C=C1)C